Tribromo(2-vinylphenyl)silane Br[Si](C1=C(C=CC=C1)C=C)(Br)Br